2-methyl-N-(N-methylaminosulfonyl)propanamide CC(C(=O)NS(=O)(=O)NC)C